2,5-dihydroxy-4-tert-butyl-benzenehydroxamic acid OC1=C(C=C(C(=C1)C(C)(C)C)O)C(=O)NO